[N+](=O)([O-])C1=CC=C(CN2CCC(CC2)CO)C=C1 (1-(4-nitrobenzyl)piperidin-4-yl)methanol